tetrabromoxylylene diacrylate C(C=C)(=O)OC(C=1C(=CC=CC1)C(Br)(Br)OC(C=C)=O)(Br)Br